[Si](C)(C)(C(C)(C)C)C#CC1=CC(=C(C(=N1)C)C1=CC2=C(N=CN=C2N)N1C)C 6-{6-[2-(Tert-Butyldimethylsilanyl)ethynyl]-2,4-dimethylpyridin-3-yl}-7-methyl-7H-pyrrolo[2,3-d]pyrimidin-4-amine